4-(((trans)-4-(4-(3-isopropyl-1H-pyrazol-5-yl)phenyl)cyclohexyl)oxy)-1H-1,2,3-triazole-5-carboxylic acid 2,2,2-trifluoroacetate FC(C(=O)O)(F)F.C(C)(C)C1=NNC(=C1)C1=CC=C(C=C1)[C@@H]1CC[C@H](CC1)OC=1N=NNC1C(=O)O